N1(N=CN=C1)CCN1CC(C=2C1=CC=1NC3=CC=CC=C3C1C2)(C)C 1-(2-(1H-1,2,4-triazol-1-yl)ethyl)-3,3-dimethyl-1,2,3,9-tetrahydropyrrolo[2,3-b]carbazole